BrC1=NN2C(N(C(=C(C2=O)N2CCN(CC2)C(=O)OC(C)(C)C)CC)CC(=O)NC2=C(C=C(C=C2)SC([2H])([2H])[2H])Cl)=N1 tert-butyl 4-(2-bromo-4-(2-((2-chloro-4-((methyl-d3)thio)phenyl)amino)-2-oxoethyl)-5-ethyl-7-oxo-4,7-dihydro-[1,2,4]triazolo[1,5-a]pyrimidin-6-yl)piperazine-1-carboxylate